((4-((5-chloropyrimidin-2-yl)oxy)-3-fluoro-5-methylphenyl)carbamoyl)-3-methoxycyclobutanecarboxamide ClC=1C=NC(=NC1)OC1=C(C=C(C=C1C)NC(=O)C1(CC(C1)OC)C(=O)N)F